(E)-7-(2-(1H-pyrazol-4-yl)vinyl)-N-methyl-N-(piperidin-4-yl)pyrido[2,3-b]pyrazin-3-amine N1N=CC(=C1)/C=C/C1=CC=2C(=NC(=CN2)N(C2CCNCC2)C)N=C1